BrC=1C(=CC=C2N=CC(=NC12)C=1C=NN(C1)CC1CC(C1)(F)F)OC1=CC2=C(NC(=N2)C)C=C1 8-Bromo-2-(1-((3,3-difluorocyclobutyl)methyl)-1H-pyrazol-4-yl)-7-((2-methyl-1H-benzo[d]imidazol-5-yl)oxy)quinoxaline